C1(CC1)C#CC1=NNC2=CC=C(C=C12)C=1C=C(C=NC1)OCC(CC(C)C)N ((5-(3-(cyclopropylethynyl)-1H-indazol-5-yl)pyridin-3-yl)oxy)-4-methylpentan-2-amine